Cl.NC=1C=C(NC2C(NC(CC2)=O)=O)C=CC1 3-(3-aminoanilino)piperidine-2,6-dione hydrochloride